β-aminoacrylate NC=CC(=O)[O-]